butyl (2S)-2-methyl-4-oxo-pyrrolidine-1-carboxylate C[C@@H]1N(CC(C1)=O)C(=O)OCCCC